C1(OCCCCO1)=O 21-butylene carbonate